4-[2-tert-butoxy-6-(4-pyridyl)-4-pyridyl]-N-phenyl-pyrimidin-2-amine C(C)(C)(C)OC1=NC(=CC(=C1)C1=NC(=NC=C1)NC1=CC=CC=C1)C1=CC=NC=C1